CC1=C(N=C2N(C1=O)C=C(C=C2[C@@H](C)NC2=C(C(=O)O)C=CC=C2)C)N2CCC(CC2)N2N=C(C=C2)C(F)(F)F (R)-2-((1-(3,7-dimethyl-4-oxo-2-(4-(3-(trifluoromethyl)-1H-pyrazol-1-yl)piperidin-1-yl)-4H-pyrido[1,2-a]pyrimidin-9-yl)ethyl)amino)benzoic acid